ethyl (R,Z)-4-((1S,3S,4S)-2-((3-chlorophenyl)-L-leucyl)-5,5-difluoro-2-azabicyclo[2.2.2]octane-3-carboxamido)-2-fluoro-5-((S)-2-oxopyrrolidin-3-yl)pent-2-enoate ClC=1C=C(C=CC1)N[C@@H](CC(C)C)C(=O)N1[C@@H]2CC([C@H]([C@H]1C(=O)N[C@@H](\C=C(\C(=O)OCC)/F)C[C@H]1C(NCC1)=O)CC2)(F)F